Nα-(((9H-fluoren-9-yl)methoxy)carbonyl)-Nα-methyl-1-((6-methylpyridin-2-yl)methyl)-L-tryptophan C1=CC=CC=2C3=CC=CC=C3C(C12)COC(=O)N([C@@H](CC1=CN(C2=CC=CC=C12)CC1=NC(=CC=C1)C)C(=O)O)C